FC1=C(C=CC=C1)C(COC)=O 1-(2-fluorophenyl)-2-methoxy-ethanone